CN1N=C(N=C1)C=1C=C(C(=NC1)C=1N=C2N(C=CC(=N2)C=2CC(NC(C2)(C)C)(C)C)C1)O 5-(1-methyl-1H-1,2,4-triazol-3-yl)-2-(7-(2,2,6,6-tetramethyl-1,2,3,6-tetrahydropyridin-4-yl)imidazo[1,2-a]pyrimidin-2-yl)pyridin-3-ol